(R)-6-amino-N-((5-bromopyridin-2-yl)methyl)-7-methyl-N-(1-(pyrimidin-2-yl)ethyl)-1,5-naphthyridine-3-carboxamide NC=1N=C2C=C(C=NC2=CC1C)C(=O)N([C@H](C)C1=NC=CC=N1)CC1=NC=C(C=C1)Br